2-chloro-N-(4-phenoxyphenyl)-7H-pyrrolo[2,3-d]pyrimidin-4-amine ClC=1N=C(C2=C(N1)NC=C2)NC2=CC=C(C=C2)OC2=CC=CC=C2